2-[6-amino-1-[(4-amino-2-fluoro-phenyl)methyl]pyrazolo[3,4-d]pyrimidin-4-yl]pyridine-4-carbonitrile NC1=NC(=C2C(=N1)N(N=C2)CC2=C(C=C(C=C2)N)F)C2=NC=CC(=C2)C#N